BrC1=CC=C(C(=C1C=O)S(=O)(=O)C)Cl 6-bromo-3-chloro-2-(methylsulfonyl)benzaldehyde